N-(3-(5-chloro-2-methoxyphenyl)-1-(piperidin-3-ylmethyl)-1H-pyrazol-4-yl)pyrazolo[1,5-a]pyrimidine-3-carboxamide ClC=1C=CC(=C(C1)C1=NN(C=C1NC(=O)C=1C=NN2C1N=CC=C2)CC2CNCCC2)OC